(3-(3-bromophenyl)oxetan-3-yl)(1-((2-(trimethylsilyl)ethoxy)methyl)-1H-1,2,4-triazol-5-yl)methanol BrC=1C=C(C=CC1)C1(COC1)C(O)C1=NC=NN1COCC[Si](C)(C)C